CO[Si](CC[Si](O[SiH](C)C)(C)C)(OC)OC 1-(2-(Trimethoxysilyl)ethyl)-1,1,3,3-tetramethyldisiloxane